5-(7,7-difluoro-2-((2S,3R)-3-hydroxy-2-methylazetidin-1-yl)-6,7-dihydro-5H-cyclopenta[d]pyrimidin-4-yl)-2-methoxybenzenesulfonamide FC1(CCC2=C1N=C(N=C2C=2C=CC(=C(C2)S(=O)(=O)N)OC)N2[C@H]([C@@H](C2)O)C)F